FC(C1=CC=C(CN2CCC3(CC2)C2=C(NC(O3)=O)C=CC=C2)C=C1)(F)F 1'-(4-(trifluoromethyl)benzyl)spiro[benzo[d][1,3]oxazine-4,4'-piperidin]-2(1H)-one